N-(2-chloro-6-(4-isopropylpiperazin-1-yl)phenyl)-3-methyl-3-phenylpyrrolidine-1-carboxamide ClC1=C(C(=CC=C1)N1CCN(CC1)C(C)C)NC(=O)N1CC(CC1)(C1=CC=CC=C1)C